4-(3-fluorophenyl)-1-(5-(3-fluorophenyl)-4-(4-(trifluoromethyl)phenyl)thiazol-2-yl)-3-methyl-1H-pyrazole-5-carboxylic acid FC=1C=C(C=CC1)C=1C(=NN(C1C(=O)O)C=1SC(=C(N1)C1=CC=C(C=C1)C(F)(F)F)C1=CC(=CC=C1)F)C